4-((2-methyl-2H-tetrazol-5-yl)(thiazol-2-yl)methyl)piperazine-1-carboxylic acid tert-butyl ester C(C)(C)(C)OC(=O)N1CCN(CC1)C(C=1SC=CN1)C=1N=NN(N1)C